2-(2,6-dioxopiperidin-3-yl)-5-((3-(trans-3-(4-(5-(tetrahydro-2H-pyran-4-yl)quinoxalin-2-yl)-1H-pyrazol-1-yl)cyclobutyl)propyl)amino)isoindoline-1,3-dione O=C1NC(CCC1N1C(C2=CC=C(C=C2C1=O)NCCC[C@@H]1C[C@H](C1)N1N=CC(=C1)C1=NC2=CC=CC(=C2N=C1)C1CCOCC1)=O)=O